FC(C(=O)O)(F)F.ClC=1C=C2C=CN(C2=C(C1)C1=C2C(=NC=C1)C=C(S2)CN2C(C(=CC2=O)OC)=O)CC2(CCNCC2)C#N 4-((5-Chloro-7-(2-((3-methoxy-2,5-dioxo-2,5-dihydro-1H-pyrrol-1-yl)methyl)thieno[3,2-b]pyridin-7-yl)-1H-indol-1-yl)methyl)piperidine-4-carbonitrile trifluoroacetate